(3-(6-((Dimethylamino)-pyridine-3-yl)phenyl)-((trans-4-(5-methoxy-6-methylpyridin-2-yl)-cyclohexyl)methyl)-carbamoyl)cyclohexyl methylcarbamate CNC(OC1(CCCCC1)C(NCC1CC(C(CC1)C1=NC(=C(C=C1)OC)C)C1=CC=CC=C1C=1C(=NC=CC1)N(C)C)=O)=O